(S)-4-((6-(2-hydroxy-6-methyl-4-(trifluoromethyl)phenyl)-3-methyl-2H-pyrazolo[3,4-b]pyridin-2-yl)methyl)-1-isopropylpyrrolidin-2-one OC1=C(C(=CC(=C1)C(F)(F)F)C)C=1C=CC=2C(N1)=NN(C2C)C[C@H]2CC(N(C2)C(C)C)=O